CN(C1=CC=C(/C=C/C2=NC=C(C(=O)NC3=CN(C(=C3)C(NC3=CN(C(=C3)C(NCCCCN3CCCC3)=O)C)=O)C)C=C2)C=C1)C (E)-6-(4-(dimethylamino)styryl)-N-(1-methyl-5-((1-methyl-5-((4-(pyrrolidin-1-yl)butyl)carbamoyl)-1H-pyrrol-3-yl)carbamoyl)-1H-pyrrol-3-yl)nicotinamide